C(C)C=1C(C2=CC=C(C(=C2C(C1CC1=NC=C(C=C1)C(F)(F)F)=O)F)F)=O 2-ethyl-5,6-difluoro-3-((5-(trifluoromethyl)pyridin-2-yl)methyl)naphthalene-1,4-dione